1-(2,4,5-trifluorobenzyl)-6-(6-chloro-2-methyl-2H-indazol-5-ylamino)-3-((thiazol-2-yl)methyl)pyrimidine-2,4(1H,3H)-dione FC1=C(CN2C(N(C(C=C2NC2=CC3=CN(N=C3C=C2Cl)C)=O)CC=2SC=CN2)=O)C=C(C(=C1)F)F